2-[1-(5-fluoropentyl)-1H-indole-3-carboxamido]-3,3-dimethylbutyrate FCCCCCN1C=C(C2=CC=CC=C12)C(=O)NC(C(=O)[O-])C(C)(C)C